OC(CS(=O)(=O)OOCC=C)C.[Na] sodium 1-allyloxy 2-hydroxypropyl-sulfonate